ClC(=O)C=1C=CC(=C(OCCCCCCCCC(=O)OC)C1)OC(F)F methyl 9-(5-(chlorocarbonyl)-2-(difluoromethoxy) phenoxy)-nonanoate